FC1(CN(CC[C@H]1NC1=NN2C(C(=N1)OC)=C(C(=C2)F)C=2C=CC1=C(N(N=N1)CC(C)(F)F)C2)C2COC2)F (R)-N-(3,3-difluoro-1-(oxetan-3-yl)piperidin-4-yl)-5-(1-(2,2-difluoropropyl)-1H-benzo[d][1,2,3]triazol-6-yl)-6-fluoro-4-methoxypyrrolo[2,1-f][1,2,4]triazin-2-amine